tert-butyl 4-(2-methyl-7-{[2-methyl-8-(trifluoromethyl)imidazo[1,2-a]pyridin-6-yl]carbamoyl}indazol-4-yl)piperazine-1-carboxylate CN1N=C2C(=CC=C(C2=C1)N1CCN(CC1)C(=O)OC(C)(C)C)C(NC=1C=C(C=2N(C1)C=C(N2)C)C(F)(F)F)=O